C(=O)C1=CN=C(S1)C(CCCC1=C(C=CC(=C1)OC)S(=O)(=O)N)C (4-(5-formylthiazol-2-yl)pentyl)-4-methoxybenzenesulfonamide